ClC=1C(=C(C=CC1)NC(=S)C=1C(NCCC1NCC1=C(C=NC=C1)OCC1(OCC1)C)=O)CC N-(3-chloro-2-ethylphenyl)-4-{[(3-{[2-methyloxetan-2-yl]methoxy}pyridin-4-yl)methyl]amino}-2-oxo-1,2,5,6-tetrahydropyridine-3-carbothioamide